O=C1C2=C(N=C(N1)C1(CC1)C1=CC=C(C#N)C=C1)CCNC2 4-(1-(4-oxo-3,4,5,6,7,8-hexahydropyrido[4,3-d]pyrimidin-2-yl)cyclopropyl)benzonitrile